2-(2-ethoxypyridin-3-yl)-3'-ethyl-1'-[4-propoxy-3-(trifluoromethyl)pyridin-2-yl]-7-pyrrolidin-3-ylspiro[6H-1,7-naphthyridine-5,4'-piperidine]-8-one C(C)OC1=NC=CC=C1C1=NC=2C(N(CC3(C(CN(CC3)C3=NC=CC(=C3C(F)(F)F)OCCC)CC)C2C=C1)C1CNCC1)=O